C(C1=CC=CC=C1)C1=C(SC=2N3C(COCC21)=NN=C3C)C#CC=3C=NN(C3)CCCCOC3=C2CN(C(C2=CC=C3)=O)C3C(NC(CC3)=O)=O 3-(4-(4-(4-((3-benzyl-9-methyl-4H,6H-thieno[2,3-e][1,2,4]triazolo[3,4-c][1,4]oxazepin-2-yl)ethynyl)-1H-pyrazol-1-yl)butoxy)-1-oxoisoindolin-2-yl)piperidine-2,6-dione